C(N)(=O)C1=CC(=NC2=C1N=CN=C2N[C@@H]2CN(C[C@H](C2)F)C(=O)OC(C)(C)C)C2=CC=C(C=C2)OCC(C)(C)O tert-butyl (3S,5S)-3-((8-carbamoyl-6-(4-(2-hydroxy-2-methylpropoxy)phenyl)pyrido[3,2-d]pyrimidin-4-yl)amino)-5-fluoropiperidine-1-carboxylate